C(C1=CC=CC=C1)OC=1C=2N(C(=CC1)CC(=O)NC(C(=O)OC(C)(C)C)CC(=O)OC(C)(C)C)N=CN2 di-Tert-butyl 2-(2-(8-(benzyloxy)-[1,2,4]triazolo[1,5-a]pyridin-5-yl)acetamido)succinate